C(CC)NCCCN N-propylpropane-1,3-diamine